ClC1=CC(N(C=C1)C(C)N1N=NC(=C1)C1=NC(=CN=C1)OC)=O 4-chloro-1-(1-(4-(6-methoxypyrazin-2-yl)-1H-1,2,3-triazol-1-yl)ethyl)pyridin-2(1H)-one